(R)-3-(1-((4-methyl-7-morpholinopyrido[3,4-d]pyridazin-1-yl)amino)ethyl)benzonitrile CC=1N=NC(=C2C1C=NC(=C2)N2CCOCC2)N[C@H](C)C=2C=C(C#N)C=CC2